N[C@]1(COCC1)C1=CC=C(C=C1)C=1C2=C(N=C(N1)N1[C@H]([C@@H](C1)O)C)C(CC2)(F)F (2S,3R)-1-(4-(4-((S)-3-aminotetrahydrofuran-3-yl)phenyl)-7,7-difluoro-6,7-dihydro-5H-cyclopenta[d]pyrimidin-2-yl)-2-methylazetidin-3-ol